C(C)(C)N(C(OCC1(CC(C1)(OC)OC)C1=CC=CC=C1)=O)C(C)C (3,3-dimethoxy-1-phenylcyclobutyl)methyl diisopropylcarbamate